4-(((1S)-3-fluoro-4-oxo-1-phenylbutyl)carbamoyl)-4-hydroxypiperidine-1-carboxylic acid tert-butyl ester C(C)(C)(C)OC(=O)N1CCC(CC1)(O)C(N[C@@H](CC(C=O)F)C1=CC=CC=C1)=O